Calcium pyruvic acid C(C(=O)C)(=O)O.[Ca]